C1(CC1)C(=O)C1=CC=C(C=C1)N(C1=CC2=C([C@@H](CCO2)CNC=2C=NC=CC2C(=O)O)C=C1)C 3-({[(4R)-7-[(4-cyclopropanecarbonylphenyl)(methyl)amino]-3,4-dihydro-2H-1-benzopyran-4-yl]methyl}amino)pyridine-4-carboxylic acid